2-benzenesulfonyl fluoride hydrochloride Cl.C1=C(C=CC=C1)S(=O)(=O)F